tert-butyl(26-(4-bromo-5-chloro-2-(N-(2-methoxyphenyl)-N-methylsulfamoyl)phenoxy)-3,6,9,12,15,18,21,24-octaoxahexacosyl)carbamate C(C)(C)(C)OC(NCCOCCOCCOCCOCCOCCOCCOCCOCCOC1=C(C=C(C(=C1)Cl)Br)S(N(C)C1=C(C=CC=C1)OC)(=O)=O)=O